N-(1-phenethylpiperidin-4-yl)-N-phenylbenzamide C(CC1=CC=CC=C1)N1CCC(CC1)N(C(C1=CC=CC=C1)=O)C1=CC=CC=C1